C(\C=C/C(=O)O)(=O)O.C(#C)C=1C=C(C=CC1)NC1=C(C=NC2=CC(=C(C=C12)NC(\C=C\CN(C)C)=O)OCC)C#N (E)-N-[4-(3-ethynylphenyl)amino-3-cyano-7-ethoxyquinolin-6-yl]-4-(dimethylamino)but-2-enamide maleate